((2'-(5-Methoxyisoindolin-2-yl)-[2,4'-bipyrimidin]-4-yl)ethynyl)isoquinolin-1-amine COC=1C=C2CN(CC2=CC1)C1=NC=CC(=N1)C1=NC=CC(=N1)C#CC=1N=C(C2=CC=CC=C2C1)N